3-isopropyl-6-nitro-1H-imidazo[4,5-b]pyridin-2(3H)-one C(C)(C)N1C(NC=2C1=NC=C(C2)[N+](=O)[O-])=O